2,4,6-trimethylbenzoyl diphenyl phosphite P(OC(C1=C(C=C(C=C1C)C)C)=O)(OC1=CC=CC=C1)OC1=CC=CC=C1